4-[2-(Cyclopenten-1-yl)-1,3-thiazol-5-yl]-N-(1-methylsulfonylpiperidin-4-yl)-5-(trifluoromethyl)pyrimidin-2-amine C1(=CCCC1)C=1SC(=CN1)C1=NC(=NC=C1C(F)(F)F)NC1CCN(CC1)S(=O)(=O)C